p-butylcyclohexyl acetate (2-undecyl propionate) C(CCCCCCCCCC)C(C(=O)O)C.C(C)(=O)OC1CCC(CC1)CCCC